IC1=CNC=2C1=NC(=CC2CN2C[C@H](CCC2)C)C(=O)OC methyl (S)-3-iodo-7-((3-methylpiperidin-1-yl) methyl)-1H-pyrrolo[3,2-b]pyridine-5-carboxylate